CN1C2CN(C(C1)C2)C(=O)C=2C=C1CN(C(C1=CC2)=O)C2C(NC(CC2)=O)=O 3-(5-(5-methyl-2,5-diazabicyclo[2.2.1]heptane-2-carbonyl)-1-oxoisoindolin-2-yl)piperidine-2,6-dione